3-[2-(adamantan-1-yl)-1,2,3,4-tetrahydroisoquinolin-5-yl]-3-(1,4-dimethylbenzotriazol-5-yl)propanoic acid ethyl ester C(C)OC(CC(C1=C(C2=C(N(N=N2)C)C=C1)C)C1=C2CCN(CC2=CC=C1)C12CC3CC(CC(C1)C3)C2)=O